C(N)(=O)C=1C(C(=C(NC1CC(C)C)CCC1=CC=C(C=C1)F)C(=O)OCC)C=1SC(=CC1)C#N ethyl 5-carbamoyl-4-(5-cyanothiophen-2-yl)-2-[2-(4-fluorophenyl)ethyl]-6-(2-methylpropyl)-1,4-dihydropyridine-3-carboxylate